2'-Hydroxy-6'-(methoxymethoxy)chalcone OC1=C(C(/C=C/C2=CC=CC=C2)=O)C(=CC=C1)OCOC